(8-benzhydryl-3,8-diazabicyclo[3.2.1]octan-3-yl)(2-fluoro-5-methylpyridin-3-yl)methanone C(C1=CC=CC=C1)(C1=CC=CC=C1)N1C2CN(CC1CC2)C(=O)C=2C(=NC=C(C2)C)F